NC([C@H](CCC(=O)OC(C)(C)C)N1C(C2=CC=C(C=C2C1)C[C@@H]1[C@H](CCCC1)NC1CCC(CC1)C(F)(F)F)=O)=O tert-butyl (S)-5-amino-5-oxo-4-(1-oxo-5-(((1R,2S)-2-((4-(trifluoromethyl)cyclohexyl)amino)cyclohexyl)methyl)isoindolin-2-yl)pentanoate